N1NNC=C1 2,3-dihydrotriazole